FC1=C(C(=C(C(=C1OC([C@@H](N)C)=O)F)F)F)F Alanine-Pentafluorophenyl Ester